(R)-1-(3-((6-((1-(2-(diethylamino)ethyl)-1H-pyrazol-4-yl)amino)-1H-pyrazolo[3,4-d]pyrimidin-4-yl)amino)piperidin-1-yl)prop-2-en-1-one C(C)N(CCN1N=CC(=C1)NC1=NC(=C2C(=N1)NN=C2)N[C@H]2CN(CCC2)C(C=C)=O)CC